C(C1=CC=CC=C1)(=O)C1=C(C(=CC(=C1)C(C)(C)C)C)NC(C1=CC=CC=C1)=O N-[2-benzoyl-4-tert-butyl-6-methylphenyl]benzamide